C(#N)C1=C(C=CC(=C1)C(F)(F)F)N1CCC(CC1)(C(=O)N[C@@H]1CN(CC1)C)C=1C=NC(=CC1)C=1N(C=CC1)C 1-[2-cyano-4-(trifluoromethyl)phenyl]-4-[6-(1-methyl-1H-pyrrol-2-yl)pyridin-3-yl]-N-[(3S)-1-methylpyrrolidin-3-yl]piperidine-4-carboxamide